COC1=CC=C(CN2N=C(C3=CC=C(C=C23)C#CC2=C(C(=O)N)C=CC=C2)C=CC2=CC=NC=C2)C=C1 (1-(4-methoxybenzyl)-3-(2-(pyridin-4-yl)vinyl)-1H-indazol-6-yl)ethynylbenzamide